3,5-difluoro-4-(1-methylpiperidin-4-yl)aniline FC=1C=C(N)C=C(C1C1CCN(CC1)C)F